benzo[c]-phenanthrene C1=CC=CC=2C=CC=3C=CC=4C=CC=CC4C3C21